4-amino-1,3-dimethyl-1H-pyrazole-5-carboxylic acid methyl ester COC(=O)C1=C(C(=NN1C)C)N